(2R)-1-(3-chloro-2,4-difluorobenzyl)-2-ethyl-4-((3-fluoro-6-((5-methyl-1H-pyrazol-3-yl)amino)-pyridin-2-yl)methyl)piperidine ClC=1C(=C(CN2[C@@H](CC(CC2)CC2=NC(=CC=C2F)NC2=NNC(=C2)C)CC)C=CC1F)F